COC1=CC2=C(OCCN2)C=C1[N+](=O)[O-] 6-methoxy-7-nitro-3,4-dihydro-2H-benzo[b][1,4]oxazine